(2S)-N-{4-[5-Fluoro-6-methyl-3-(pyridin-2-yl)-1H-pyrrolo[3,2-b]pyridin-2-yl]pyridin-2-yl}-2-(4-fluorophenyl)propanamid FC1=C(C=C2C(=N1)C(=C(N2)C2=CC(=NC=C2)NC([C@@H](C)C2=CC=C(C=C2)F)=O)C2=NC=CC=C2)C